1-(2-chlorobenzoyl)cyclopent-3-ene-1-carboxylic acid ClC1=C(C(=O)C2(CC=CC2)C(=O)O)C=CC=C1